BrC=1C=C(C=CC1)N1C(NC2(C1=O)CN(CC2)C(=O)OC(C)(C)C)=O tert-butyl 3-(3-bromophenyl)-2,4-dioxo-1,3,7-triazaspiro[4.4]nonane-7-carboxylate